4-(4-bromo-3-fluorophenyl)-1-(tetrahydro-2H-pyran-2-yl)-1H-pyrazole BrC1=C(C=C(C=C1)C=1C=NN(C1)C1OCCCC1)F